OC1CCC(CC1)NC(=O)NC=1SC=C(N1)C(C)(C)C1=CC=C(C=C1)OC 1-(4-hydroxycyclohexyl)-3-(4-(2-(4-methoxyphenyl)propan-2-yl)thiazol-2-yl)urea